2-[4-(4-{3-chloro-4-[(3,5-difluoropyridin-2-yl)methoxy]-2-fluoro-6-methylphenyl}-5-methylpyridin-2-yl)pyrimidin-2-yl]propan-2-ol ClC=1C(=C(C(=CC1OCC1=NC=C(C=C1F)F)C)C1=CC(=NC=C1C)C1=NC(=NC=C1)C(C)(C)O)F